2-bromo-4-methoxy-6-methylnicotinic acid BrC1=C(C(=O)O)C(=CC(=N1)C)OC